CN1N=C(C2=CC(=CC=C12)NC(C=C)=O)C#CC=1SC(=CC1)C(F)(F)F N-(1-Methyl-3-((5-(trifluoromethyl)thiophen-2-yl)ethynyl)-1H-indazol-5-yl)acrylamide